dioctadecyldimethylammonium hydroxide [OH-].C(CCCCCCCCCCCCCCCCC)[N+](C)(C)CCCCCCCCCCCCCCCCCC